C(CCCCCCCCCCCCC)(=O)OCC(OP(=O)([O-])OCC[N+](C)(C)C)COC(CCCCCCCCCCCCC)=O 1,3-dimyristoyl-sn-glycero-2-phosphocholine